C(C=1C(C(=O)OCCCCCCC(C)C)=CC(C(=O)OCCCCCCC(C)C)=CC1)(=O)OCCCCCCC(C)C tri-i-nonyl trimellitate